Butyl-(phenyl)-N-methylcyclobutan-1-amine trifluoroacetate salt FC(C(=O)O)(F)F.C(CCC)C1C(CC1)(NC)C1=CC=CC=C1